N-n-nonyl-piperidine-4-carboxylic acid C(CCCCCCCC)N1CCC(CC1)C(=O)O